[C@@H](C)(CC)[C@@H]1CN(C(C2=CC(=C(C=C12)N1N=C(N(C1=O)CC)CO)F)=O)C1=C(C=CC=C1F)Cl |&1:0,o1:4| (S*)-4-((RS)-sec-Butyl)-2-(2-chloro-6-fluorophenyl)-6-(4-ethyl-3-(hydroxymethyl)-5-oxo-4,5-dihydro-1H-1,2,4-triazol-1-yl)-7-fluoro-3,4-dihydroisoquinolin-1(2H)-one